1,3-bis(2-ethylhexyl)-cyclohexane C(C)C(CC1CC(CCC1)CC(CCCC)CC)CCCC